C1(=CC=CC=C1)P(C1=CC=CC=C1)CC(C)(CP(C1=CC=CC=C1)C1=CC=CC=C1)CP(C1=CC=CC=C1)C1=CC=CC=C1 tris(di-phenylphosphinomethyl)ethane